4-((4-((1-(3,4-dichlorophenyl)-4-methyl-4,5-dihydro-1H-pyrazol-3-yl)amino)-4-oxobutyl)amino)-4-oxobutanoic acid ClC=1C=C(C=CC1Cl)N1N=C(C(C1)C)NC(CCCNC(CCC(=O)O)=O)=O